N-butyl-butyramide C(CCC)NC(CCC)=O